C(CN(CC(=O)O)CC(=O)O)N(CC(=O)O)CC(=O)O ethylene-diamine-tetra-acetic acid